tert-butyl 7-amino-6-methyl-2-azaspiro[3.5]nonane-2-carboxylate NC1C(CC2(CN(C2)C(=O)OC(C)(C)C)CC1)C